tert-butyl 2-(2-(2-(4-(2-(2-(2-(((5r,8r)-4-hydroxy-3-mesityl-2-oxo-1-oxaspiro[4.5]dec-3-en-8-yl)oxy)ethoxy)ethoxy)ethyl)piperazin-1-yl)ethoxy)ethoxy)acetate OC1=C(C(OC12CCC(CC2)OCCOCCOCCN2CCN(CC2)CCOCCOCC(=O)OC(C)(C)C)=O)C2=C(C=C(C=C2C)C)C